[3-(2-pyridyl)propylidene]-ruthenium (II) N1=C(C=CC=C1)CCC=[Ru]